4-cyano-2-methoxyphenyl-5-ethoxy-2,8-dimethyl-1,4-dihydro-1,6-naphthyridine-3-carboxamide C(#N)C1=CC(=C(C=C1)N1C(=C(CC2=C(N=CC(=C12)C)OCC)C(=O)N)C)OC